1,1,1-trifluoro-N-[3-({4-[({2-[methyl(methylsulfonyl)amino]pyridin-3-yl}methyl)amino]-5-(trifluoromethyl)pyrimidin-2-yl}amino)benzyl]methanesulfonamide FC(S(=O)(=O)NCC1=CC(=CC=C1)NC1=NC=C(C(=N1)NCC=1C(=NC=CC1)N(S(=O)(=O)C)C)C(F)(F)F)(F)F